3-(2-((4-(pyrrolidin-1-ylmethyl)pyridin-2-yl)amino)benzo[d]thiazol-6-yl)benzonitrile N1(CCCC1)CC1=CC(=NC=C1)NC=1SC2=C(N1)C=CC(=C2)C=2C=C(C#N)C=CC2